(S)-N-((4-bromo-1H-pyrrol-2-yl)methyl)-2-((tert-butyldimethylsilyl)oxy)-1-(3-fluoro-5-methoxyphenyl)ethanamine BrC=1C=C(NC1)CN[C@H](CO[Si](C)(C)C(C)(C)C)C1=CC(=CC(=C1)OC)F